NC1=NN2C(C=C(C=C2)C=2C(=C(C(=O)NCC(C(OC([2H])([2H])[2H])C3=CC=C(C=C3)F)(F)F)C(=CC2)C)F)=N1 (2-amino-[1,2,4]triazolo[1,5-a]pyridin-7-yl)-N-(2,2-difluoro-3-(4-fluorophenyl)-3-(methoxy-d3)propyl)-2-fluoro-6-methylbenzamide